C=1N=CN2C1C=CC(=C2)CNC(=O)C2CCN(CC2)C(C)C2=CC=C(C1=CC=CC=C21)C#CC2CCN(CC2)CCCCC(=O)OC(C)(C)C tert-butyl 5-[4-[2-[4-[1-[4-(imidazo[1,5-a]pyridin-6-ylmethylcarbamoyl)-1-piperidyl]ethyl]-1-naphthyl]ethynyl]-1-piperidyl]pentanoate